3-((2-((tert-butoxycarbonyl)imino)-4,4-dimethyl-6-oxotetrahydropyrimidin-1(2H)-yl)(phenyl)methyl)benzoic acid C(C)(C)(C)OC(=O)N=C1N(C(CC(N1)(C)C)=O)C(C=1C=C(C(=O)O)C=CC1)C1=CC=CC=C1